2-(2,6-dioxopiperidin-3-yl)-5-((6-(4-(4-((5-(4-(methylsulfonyl)phenyl)-[1,2,4]triazolo[1,5-a]pyridin-2-yl)amino)phenyl)piperazin-1-yl)-6-oxohexyl)oxy)isoindoline-1,3-dione O=C1NC(CCC1N1C(C2=CC=C(C=C2C1=O)OCCCCCC(=O)N1CCN(CC1)C1=CC=C(C=C1)NC1=NN2C(C=CC=C2C2=CC=C(C=C2)S(=O)(=O)C)=N1)=O)=O